(R)-3-((1-(3-(4-(4-(aminomethyl)phenyl)piperazin-1-yl)-2-cyano-7-methylquinoxalin-5-yl)ethyl)amino)-6-chloropicolinic acid NCC1=CC=C(C=C1)N1CCN(CC1)C=1C(=NC2=CC(=CC(=C2N1)[C@@H](C)NC=1C(=NC(=CC1)Cl)C(=O)O)C)C#N